N-(5-bromo-1H-indol-3-yl)-5-(pyridin-3-yloxy)-1H-benzo[d]imidazol-2-amine BrC=1C=C2C(=CNC2=CC1)NC1=NC2=C(N1)C=CC(=C2)OC=2C=NC=CC2